[Cl-].C1(=CC=CC=C1)[I+]C1=CC(=CC=C1)C(F)(F)F phenyl(3-(trifluoromethyl)phenyl)iodonium chloride